6-chloro-7-fluoro-1H-indol ClC1=CC=C2C=CNC2=C1F